O=C1NC(CCC1N1C(N(C2=C1C=CC(=C2)CCN2C[C@@H](NCC2)C(=O)O)C)=O)=O (2R)-4-[2-[1-(2,6-dioxo-3-piperidyl)-3-methyl-2-oxo-benzimidazol-5-yl]ethyl]piperazine-2-carboxylic acid